N1=C(C=CC=C1)[C@@]1(CCOC2(CCCC2)C1)CCN[C@H]1C[C@H](N2N=CC=C21)C2(CC2)C(F)(F)F (4S,6S)-N-(2-((R)-9-(pyridin-2-yl)-6-oxaspiro[4.5]decan-9-yl)ethyl)-6-(1-(trifluoromethyl)cyclopropyl)-5,6-dihydro-4H-pyrrolo[1,2-b]pyrazol-4-amine